FC(S(=O)(=O)[O-])(F)F.C(CCCCCCCCC)[Si+](C)C decyl-dimethyl-silicon trifluoromethanesulfonate